BrC=1C=C(C=CC1)N1CCC(CC1)NC(C)=O N-(1-(3-bromophenyl)piperidin-4-yl)acetamide